FC1=C(C=CC(=C1)F)C(C(F)(F)C1=CC=C(C=N1)C#CC1=CC=C(C=C1)O)(CN1N=CN=C1)O 4-((6-(2-(2,4-difluorophenyl)-1,1-difluoro-2-hydroxy-3-(1H-1,2,4-triazol-1-yl)propyl)pyridin-3-yl)ethynyl)phenol